3-[3-methyl-2-oxo-4-(4-piperidinyl)benzimidazol-1-yl]piperidine-2,6-dione TFA salt OC(=O)C(F)(F)F.CN1C(N(C2=C1C(=CC=C2)C2CCNCC2)C2C(NC(CC2)=O)=O)=O